5-((1S,2R)-1-(6-chloro-4-cyclopropyl-1,1-dioxido-3,4-dihydro-2H-benzo[e][1,2,4]thiadiazin-2-yl)-2-(6-fluoro-2,3-dimethylphenyl)propyl)-1,3,4-oxadiazol-2(3H)-one ClC=1C=CC2=C(N(CN(S2(=O)=O)[C@@H]([C@H](C)C2=C(C(=CC=C2F)C)C)C2=NNC(O2)=O)C2CC2)C1